(S)-1-benzyl-5-chloro-4-(2-((7,8-dimethoxy-5-methyl-4-oxo-2,3,4,5-tetrahydroBenzo[b][1,4]oxazepin-3-yl)amino)ethyl)-1H-pyrazole-3-carboxylic acid ethyl ester C(C)OC(=O)C1=NN(C(=C1CCN[C@@H]1C(N(C2=C(OC1)C=C(C(=C2)OC)OC)C)=O)Cl)CC2=CC=CC=C2